3-({3-fluoro-2-[(methylsulfamoyl)amino]pyridin-4-yl}methyl)-4,4-dimethyl-7-(pyridazin-3-yloxy)-3,4-dihydro-2H-1,3-benzoxazin-2-one FC=1C(=NC=CC1CN1C(OC2=C(C1(C)C)C=CC(=C2)OC=2N=NC=CC2)=O)NS(NC)(=O)=O